(2-[2-(diphenylphosphanyl)phenoxy]phenyl)diphenylphosphane C1(=CC=CC=C1)P(C1=C(OC2=C(C=CC=C2)P(C2=CC=CC=C2)C2=CC=CC=C2)C=CC=C1)C1=CC=CC=C1